2-(4'-(1-phenyl-1H-benzo[d]imidazol-2-yl)-[1,1'-biphenyl]-4-yl)acetonitrile C1(=CC=CC=C1)N1C(=NC2=C1C=CC=C2)C2=CC=C(C=C2)C2=CC=C(C=C2)CC#N